N3-alpha-naphthyl-N1-Cyanoguanidine C1(=CC=CC2=CC=CC=C12)NC(NC#N)=N